2-hexenyl acetate (E)-2-hexenyl-acetate C(=C\CCCC)/CC(=O)O.C(C)(=O)OCC=CCCC